C(CCCCCCC\C=C/CCCC)(=O)O (9Z)-Tetradec-9-enoic acid